4-amino-1-[(2R,4S,5R)-5-(chloromethyl)-4-hydroxy-5-(hydroxymethyl)oxolan-2-yl]-5-fluoropyrimidin-2-one NC1=NC(N(C=C1F)[C@@H]1O[C@@]([C@H](C1)O)(CO)CCl)=O